NC=1C(=NC=CC1)C#CC1=CC(=NC=C1)NC(CC1=CC=C(C=C1)F)=O N-{4-[(3-aminopyridin-2-yl)ethynyl]pyridin-2-yl}-2-(4-fluorophenyl)acetamide